FC=1C=C(C=C2C=CC(=NC12)N1C[C@@H]2[C@H](C1)CCO2)CN2C[C@H](CC2)OC=2C=C1CN(C(C1=CC2)=O)[C@@H]2C(NC(CC2)=O)=O |o1:13,14| (S)-3-(5-(((S)-1-((8-fluoro-2-((3aS*,6aS*)-hexahydro-5H-furo[2,3-c]pyrrol-5-yl)quinolin-6-yl)methyl)pyrrolidin-3-yl)oxy)-1-oxoisoindolin-2-yl)piperidine-2,6-dione